tert-Butyl (3-cyano-7-fluoro-4-(5-fluoro-3-((3aR,6aR)-1-methylhexahydropyrrolo[3,4-b]pyrrol-5(1H)-yl)-7,9-dihydrofuro[3,4-f]quinazolin-6-yl)thieno[3,2-c]pyridin-2-yl)carbamate C(#N)C1=C(SC2=C1C(=NC=C2F)C=2C1=C(C=3C=NC(=NC3C2F)N2C[C@@H]3N(CC[C@@H]3C2)C)COC1)NC(OC(C)(C)C)=O